dimethyl-(p-phenylsulfanylphenyl)sulfonium C[S+](C1=CC=C(C=C1)SC1=CC=CC=C1)C